2-(2,3-Dihydro-[1,4]dioxino[2,3-b]pyridin-2-ylmethoxy)-9-(tetrahydro-pyran-2-ylmethoxy)-6,7-dihydro-pyrimido[6,1-a]isoquinolin-4-one O1C(COC2=NC=CC=C21)COC2=NC(N1C(C3=CC=C(C=C3CC1)OCC1OCCCC1)=C2)=O